(R)-N-(1-(4-(ethylsulfonyl)phenyl)-2-hydroxyethyl)-2-(4-fluoro-2-(trifluoromethyl)benzyl)-1-(2-hydroxyethyl)-1H-indole-5-carboxamide C(C)S(=O)(=O)C1=CC=C(C=C1)[C@H](CO)NC(=O)C=1C=C2C=C(N(C2=CC1)CCO)CC1=C(C=C(C=C1)F)C(F)(F)F